CC1=C(C(=CC=C1)C)C1=C(C(=CC=C1)C1=C(C=CC=C1C)C)P(C1=CC=CC=C1)C1=CC=CC=C1 2,6-bis(2,6-dimethylphenyl)phenyl-diphenylphosphine